N,N-Dibenzyl-2-Aminoethanesulfonic Acid C(C1=CC=CC=C1)N(CCS(=O)(=O)O)CC1=CC=CC=C1